CC(C)(OC(NCCOCCOCCOCCOCCOCCOCCOCCC(=O)O)=O)C 3-[(2,2-dimethyl-4-oxo-5-aza-3,8,11,14,17,20,23-heptaoxapentacosan-25-yl)oxy]propanoic acid